4-(6-chlorobenzo[d]oxazol-2-yl)benzoic acid cyclopropyl ester C1(CC1)OC(C1=CC=C(C=C1)C=1OC2=C(N1)C=CC(=C2)Cl)=O